S-nitrosocysteamine N(=O)SCCN